CC1NCCC(CN2CCCC(N(CCNC1)C)C2)CC2=NC=CC=C2 7,12-dimethyl-3-(pyridin-2-ylmethyl)-1,6,9,12-tetraazabicyclo[11.3.1]heptadecane